NCCC[Ti](OC)(OC)C aminopropylmethyldimethoxytitanium